7-bromo-4,5-dihydro-1H-benzo[c]azepine-2(3H)-carboxylic acid tert-butyl ester C(C)(C)(C)OC(=O)N1CC2=C(CCC1)C=C(C=C2)Br